3-(5-((1r,5s)-9-ethyl-3-methyl-3,9-diazabicyclo[3.3.1]non-7-yl)-1-oxoisoindolin-2-yl)piperidine-2,6-dione C(C)N1[C@H]2CN(C[C@@H]1CC(C2)C=2C=C1CN(C(C1=CC2)=O)C2C(NC(CC2)=O)=O)C